(rac)-((1s,3s)-3-hydroxy-3-methylcyclobutyl)(6-(5,6,7,8-tetrahydroimidazo[1,5-a]pyridin-1-yl)-2-azaspiro[3.4]oct-2-yl)methanone OC1(CC(C1)C(=O)N1CC2(C1)C[C@@H](CC2)C=2N=CN1C2CCCC1)C |r|